BrC1=CC(=C(C=C1F)C(C(C)C)=O)OC 1-(4-bromo-5-fluoro-2-methoxyphenyl)-2-methylpropan-1-one